CC1=NN(C2=CC(=CC=C12)N)CCC1=CC=NC=C1 3-Methyl-1-(2-(pyridin-4-yl)ethyl)-1H-indazol-6-amine